2-mercapto-5,8-dihydro-3H-pyrano[3,4-d]pyrimidin-4(6H)-one SC=1NC(C2=C(N1)COCC2)=O